F[C@@H]1[C@@H](C2(CCCC2)C[C@@H](C1)C1=CC(=C(C=C1)F)C)O (6r,7s,9s)-7-fluoro-9-(4-fluoro-3-methylphenyl)spiro[4.5]decan-6-ol